1-hydroxy-2-methyl-1-methyl-propyl ether OC(C(C)C)(C)OC(C(C)C)(O)C